4-bromo-5-fluoro-2-methoxyaniline BrC1=CC(=C(N)C=C1F)OC